(3R,4R)-1-(2,4-dimethoxybenzyl)-4-methyl-5-oxopyrrolidine-3-carboxylic acid COC1=C(CN2C[C@@H]([C@H](C2=O)C)C(=O)O)C=CC(=C1)OC